Cl.NC=1SC2=C(N1)CC[C@@H](C2)N(CCC)CC2CCN(CC2)C(=O)C=2OC=CC2 (S)-(4-(((2-amino-4,5,6,7-tetrahydrobenzo[d]thiazol-6-yl)(propyl)amino)methyl)piperidin-1-yl)(furan-2-yl)methanone hydrochloride